N1(CCCCCC1)C1=NC=C(C=C1C(=O)NC=1C=NC=C(C1)C(F)(F)F)C(F)(F)F 2-(azepan-1-yl)-5-(trifluoromethyl)-N-[5-(trifluoromethyl)-3-pyridinyl]pyridine-3-carboxamide